2,3,4-Trifluoro-benzoyl chloride FC1=C(C(=O)Cl)C=CC(=C1F)F